ClC=1C=C2C(=C(C(NC2=CC1)=O)C1=NNC(C1)C1=CC2=CN(N=C2C=C1)CCC)C1=CC=CC=C1 6-chloro-4-phenyl-3-[5-(2-propylindazol-5-yl)-4,5-dihydro-1H-pyrazol-3-yl]-1H-quinolin-2-one